(2R)-3-(((2,3-bis(((R)-3-aminobutanoyl)oxy)propoxy)(hydroxy)phosphoryl)-oxy)propane-1,2-diyl ditetradecanoate dihydrochloride Cl.Cl.C(CCCCCCCCCCCCC)(=O)OC[C@H](COP(=O)(O)OCC(COC(C[C@@H](C)N)=O)OC(C[C@@H](C)N)=O)OC(CCCCCCCCCCCCC)=O